CC=1N(N=C2C(=NN=C(C21)C)N2CC(CCC2)C(=O)NCCNC2=CC=CC=C2)C2=CC=C(C=C2)C 1-(3,4-dimethyl-2-(p-tolyl)-2H-pyrazolo[3,4-d]pyridazin-7-yl)-N-(2-(phenylamino)ethyl)piperidine-3-carboxamide